(5R)-2-(4-Ethyl-2-fluoro-phenyl)-3-methyl-N-[(3S)-2-oxo-5-phenyl-1,3-dihydro-1,4-benzodiazepin-3-yl]-6,7-dihydro-5H-pyrazolo[5,1-b][1,3]oxazine-3-carboxamide C(C)C1=CC(=C(C=C1)C1=NN2C(OCCC2)C1(C(=O)N[C@@H]1C(NC2=C(C(=N1)C1=CC=CC=C1)C=CC=C2)=O)C)F